3-(6-Methylpyridin-2-yl)-4-(quinolin-6-yl)-1H-pyrazol CC1=CC=CC(=N1)C1=NNC=C1C=1C=C2C=CC=NC2=CC1